(3-(((4-(2-((6-(3,5-dimethylisoxazol-4-yl)-1H-indazol-4-yl)amino)ethoxy)butyl)amino)methyl)-5-(trifluoromethoxy)phenyl)methanol CC1=NOC(=C1C1=CC(=C2C=NNC2=C1)NCCOCCCCNCC=1C=C(C=C(C1)OC(F)(F)F)CO)C